NC=1C(=NC=CC1)N[C@H]1CN(CC1)C(=O)OC(C)(C)C tert-Butyl (R)-3-((3-aminopyridin-2-yl)amino)pyrrolidine-1-carboxylate